5'-(difluoromethyl)-1'-methyl-1-((2-(trimethylsilyl)ethoxy)methyl)-1H,1'H-[3,4'-bipyrazol]-4-amine FC(C1=C(C=NN1C)C1=NN(C=C1N)COCC[Si](C)(C)C)F